4-(4-fluoro-2-methoxy-phenoxy)-N-(2-fluoro-5-methylsulfonyl-phenyl)-6-(trifluoromethyl)pyridine-3-carboxamide FC1=CC(=C(OC2=C(C=NC(=C2)C(F)(F)F)C(=O)NC2=C(C=CC(=C2)S(=O)(=O)C)F)C=C1)OC